2-propyl-6,7-dihydro-5H-cyclopenta[b]pyridin-4-amine C(CC)C1=CC(=C2C(=N1)CCC2)N